N1(CCNCC1)C=1C2=C(N=C(N1)CN1CCOCC1)SC1=C2CCCC1 4-((4-(piperazin-1-yl)-5,6,7,8-tetrahydrobenzo[4,5]thieno[2,3-d]pyrimidin-2-yl)methyl)morpholine